[Si](C1=CC=CC=C1)(C1=CC=CC=C1)(C(C)(C)C)O[C@@H]1[C@@H](COC1)N1CCN(CC1)C(=O)[O-] |o1:18,19| (3R,4R) or (3S,4S)-4-(4-((tert-butyldiphenylsilyl)oxy)tetrahydrofuran-3-yl)piperazine-1-carboxylate